trans-4-((5-fluoro-4-(3-(2-oxo-1,2-dihydropyridin-4-yl)phenyl)pyrimidin-2-yl)amino)cyclohexane-1-carboxamide FC=1C(=NC(=NC1)N[C@@H]1CC[C@H](CC1)C(=O)N)C1=CC(=CC=C1)C1=CC(NC=C1)=O